C(OC1CN(C1)C1=CC(=NC=C1)OC(F)F)(OC1=CC=C(C=C1)[N+](=O)[O-])=O 1-(2-(Difluoromethoxy)pyridin-4-yl)azetidin-3-yl (4-nitrophenyl) carbonate